3-hydroxy-2,6-dimethylbenzaldehyde OC=1C(=C(C=O)C(=CC1)C)C